NC1=C(CN(C2CCC(CC2)(O)O)C)C=C(C=C1Br)Br 4-[(2-amino-3,5-dibromobenzyl)-methylamino]-cyclohexanediol